NC([C@H](C[C@H]1C(NCCC1)=O)NC(OC(C)(C)C)=O)=O tert-Butyl ((S)-1-amino-1-oxo-3-((S)-2-oxopiperidin-3-yl)propan-2-yl)carbamate